(R)-N2-(cyclohexylmethyl)-N4-(1-cyclopropylpropyl)-8-(1,2,3,6-tetrahydropyridin-4-yl)quinazoline-2,4-diamine C1(CCCCC1)CNC1=NC2=C(C=CC=C2C(=N1)N[C@H](CC)C1CC1)C=1CCNCC1